4-[(R)-(2-aminophenyl)(methyl)phosphoroso]-N-[(3S)-piperidin-3-yl]-5-(trifluoromethyl)pyrimidin-2-amine NC1=C(C=CC=C1)[P@@](=O)(C1=NC(=NC=C1C(F)(F)F)N[C@@H]1CNCCC1)C